N-(4-{[6-(ethylcarbamoyl)-7-methoxyquinolin-4-yl]oxy}-3-fluorophenyl)-5-(4-fluorophenyl)-6-oxo-2,3,5,6-tetrahydrofuro[3,2-c]pyridine-7-carboxamide C(C)NC(=O)C=1C=C2C(=CC=NC2=CC1OC)OC1=C(C=C(C=C1)NC(=O)C1=C2C(=CN(C1=O)C1=CC=C(C=C1)F)CCO2)F